1-(3-chlorophenyl)-4-[3-(2-methylpropyloxy)propyl]-piperazine ClC=1C=C(C=CC1)N1CCN(CC1)CCCOCC(C)C